COP(=S)(C(C(=O)OCC)(CC(=O)OCC)S)OC diethyl 2-dimethoxyphosphinothioyl-sulfanylbutanedioate